(amino(4-((7-methoxyquinolin-4-yl)oxy)phenyl(oxo)-λ6-sulfaneylidene)amino)acetic acid NS(=O)(C1=CC=C(C=C1)OC1=CC=NC2=CC(=CC=C12)OC)=NCC(=O)O